benzyl (R)-4-(2-hydroxy-3-(2H-tetrazol-2-yl)propoxy)benzoate O[C@@H](COC1=CC=C(C(=O)OCC2=CC=CC=C2)C=C1)CN1N=CN=N1